(Z)-2-(5-fluoro-1-(4-hydroxy-3,5-dimethoxybenzylidene)-2-methyl-1H-inden-3-yl)acetic acid FC=1C=C2C(=C(/C(/C2=CC1)=C/C1=CC(=C(C(=C1)OC)O)OC)C)CC(=O)O